2-(((6-(tert-butylsulfonyl)-3-iodoimidazo[1,2-a]pyridin-7-yl)oxy)methyl)butan-1-ol C(C)(C)(C)S(=O)(=O)C=1C(=CC=2N(C1)C(=CN2)I)OCC(CO)CC